7-(bromomethyl)-5-(3-fluorophenoxy)-3-methylquinoxalin-2(1H)-one BrCC1=CC(=C2N=C(C(NC2=C1)=O)C)OC1=CC(=CC=C1)F